S(=O)(=O)(O)C=1C=C(C=CC1)PC1=CC=CC=C1 (m-sulfophenyl)phenylphosphine